N1=C(C=CC=C1)[C@H](C)NC(=O)C=1C=2C[C@H]3[C@@H](C2N(N1)C1=C(C=C(C=C1)F)F)C3 (1aS,5aS)-2-(2,4-Difluoro-phenyl)-1a,2,5,5a-tetrahydro-1H-2,3-diaza-cyclopropa[a]pentalene-4-carboxylic acid ((S)-1-pyridin-2-yl-ethyl)-amide